BrC1=CC=C(C=C1)C1=C(C(NC(N1)=S)=O)C#N 6-(4-bromophenyl)-4-oxo-2-thioxo-1,2,3,4-tetrahydropyrimidine-5-carbonitrile